tert-butyl 8-methyl-7-{2-[(4-nitrophenyl)amino]-5H,6H,7H,8H-pyrido[3,4-d]pyrimidin-7-yl}-1H,2H,3H-pyrido[2,3-b][1,4]oxazine-1-carboxylate CC1=C(C=NC=2OCCN(C21)C(=O)OC(C)(C)C)N2CC=1N=C(N=CC1CC2)NC2=CC=C(C=C2)[N+](=O)[O-]